3-oxocholane-24-oate O=C1CC2CC[C@H]3[C@@H]4CC[C@H]([C@@H](CCC(=O)[O-])C)[C@]4(CC[C@@H]3[C@]2(CC1)C)C